benzyl-5-hydroxymethyl-imidazole C(C1=CC=CC=C1)C=1NC(=CN1)CO